CN(C=1C=NC=CC1[N+](=O)[O-])C N,N-dimethyl-4-nitropyridin-3-amine